BrC=1C(=NN(C1)CC)C(C)O 1-(4-bromo-1-ethyl-1H-pyrazol-3-yl)ethan-1-ol